1-(4-(6-(2-Amino-4-quinolinyl)-5-chloro-7-fluoro-2,1-benzothiazol-3-yl)-1-piperazinyl)-2-propen-1-one NC1=NC2=CC=CC=C2C(=C1)C1=C(C=2C(=C(SN2)N2CCN(CC2)C(C=C)=O)C=C1Cl)F